2-(o-tolyl)piperidine C1(=C(C=CC=C1)C1NCCCC1)C